(4-ethylcyclohexyl)sec-butyl fumarate C(\C=C\C(=O)[O-])(=O)OC(C)(CC)C1CCC(CC1)CC